tert-butyl {(2S)-4-chloro-3-oxo-1-[(3S)-2-oxopyrrolidin-3-yl]butan-2-yl}carbamate ClCC([C@H](C[C@H]1C(NCC1)=O)NC(OC(C)(C)C)=O)=O